FCCCC=1C(=NC(=NC1OC)N)OC 5-(3-fluoropropyl)-4,6-dimethoxy-pyrimidin-2-amine